CC1=CN=C(N=N1)N[C@@H]1C[C@H](CC1)NC1=CC=C(C=N1)N1C(C=CC2=CC=CN=C12)=O 1-(6-(((1S,3S)-3-((6-Methyl-1,2,4-triazin-3-yl)amino)cyclopentyl)amino)pyridin-3-yl)-1,8-naphthyridin-2(1H)-one